4-((di((9z,12z)-octadec-9,12-dien-1-yl)amino)oxy)-N,N-dimethyl-4-oxobutan-1-amine C(CCCCCCC\C=C/C\C=C/CCCCC)N(OC(CCCN(C)C)=O)CCCCCCCC\C=C/C\C=C/CCCCC